(S)-4-((tert-butoxycarbonyl)amino)-5-phenylpentanoic acid methyl ester COC(CC[C@@H](CC1=CC=CC=C1)NC(=O)OC(C)(C)C)=O